CC(C[C@@H](B1OC([C@H](N([C@@H](C(O1)=O)C)C)C)=O)NC([C@H](CC1=CC=CC=C1)NC(=O)C1=NC=CN=C1)=O)C N-((S)-1-(((R)-3-methyl-1-((5R,7R)-5,6,7-trimethyl-4,8-dioxo-1,3,6,2-dioxazaborocan-2-yl)butyl)amino)-1-oxo-3-phenylpropan-2-yl)pyrazine-2-carboxamide